acetyl-azidogalactose C(C)(=O)[C@@](C(=O)N=[N+]=[N-])(O)[C@@H](O)[C@@H](O)[C@H](O)CO